(2RS,2'RS,2''RS)-tris(2-hydroxypropyl)ammonium 3,6-dichloropyridine-2-carboxylate ClC=1C(=NC(=CC1)Cl)C(=O)[O-].O[C@@H](C[NH+](C[C@@H](C)O)C[C@@H](C)O)C |r|